O=C1NC(CCC1N1C(C2=C(C1)C=C(S2)CNS(=O)(=O)C2=C(OC(=C2)C)C)=O)=O N-((5-(2,6-dioxopiperidin-3-yl)-6-oxo-5,6-dihydro-4H-thieno[2,3-c]pyrrol-2-yl)methyl)-2,5-dimethylfuran-3-sulfonamide